C1(=CC=CC=C1)SCC(CSC1=CC=CC=C1)O 1,3-bis(phenylthio)propan-2-ol